C1(CCCC1)[C@]1(C(NC2=C(C(=CC=C12)F)C)=O)C1=CC=C(C=C1)B(O)O (S)-(4-(3-cyclopentyl-6-fluoro-7-methyl-2-oxoindolin-3-yl)phenyl)boronic acid